ClC=1C=CC(=C(C1)C1=CC(=C(N=N1)SCC=1C=C(C(=O)OC)C=CC1)NC1=C2C(=NC=C1)NC=C2)F methyl 3-({[6-(5-chloro-2-fluorophenyl)-4-({1H-pyrrolo[2,3-b]pyridin-4-yl}amino)pyridazin-3-yl]sulfanyl}methyl)benzoate